C(C)[C@H]1N(CC2=CC(=CC(=C2C1)F)C(=O)OC)C1CC2(CN(C2)C)C1 methyl (R)-3-ethyl-5-fluoro-2-(2-methyl-2-azaspiro[3.3]heptan-6-yl)-1,2,3,4-tetrahydroisoquinoline-7-carboxylate